C(C)OC(=O)C1(CCC1)C(F)(F)F 1-(trifluoromethyl)cyclobutane-1-carboxylic acid ethyl ester